2-(5-methyl-2-thienyl)-2-[(2-piperidine-4-ylethyl)amino]-N-(pyridine-4-ylmethyl)acetamid CC1=CC=C(S1)C(C(=O)NCC1=CC=NC=C1)NCCC1CCNCC1